N[C@@H](CCC(=O)[O-])C(=O)[O-].[Li+].O[C@@H](C[N+](C)(C)C)CC([O-])=O.[Li+] l-carnitine lithium glutamate